BrC1=CC=C(CN2C(C=C(C=C2)F)=O)C=C1 1-(4-bromobenzyl)-4-fluoropyridin-2(1H)-one